C1(=CC=CC=C1)[C@H]1[C@@H](C1)NC(C1=CC(=CC=C1)NC1=CC=C(C=C1)C=1C=NC=CC1)=O N-((1R,2S)-2-phenylcyclopropyl)-3-((4-(pyridin-3-yl)phenyl)amino)benzamide